4-Methoxy-5-{2-[5-(2,2,2-trifluoro-ethoxy)-quinoline-8-sulfonylamino]-phenylethynyl}-pyridine-2-carboxylic acid COC1=CC(=NC=C1C#CC1=C(C=CC=C1)NS(=O)(=O)C=1C=CC(=C2C=CC=NC12)OCC(F)(F)F)C(=O)O